(+)-Diisopropyltartrate C(C)(C)C(C(C(=O)[O-])(O)C(C)C)(O)C(=O)[O-]